1-(2'-deoxy-β-D-ribofuranosyl)-3-nitroPyrrole C1[C@@H]([C@H](O[C@@H]1N2C=CC(=C2)[N+](=O)[O-])CO)O